CC1=C(CN2C(C3=NC=CC=C3C2=O)([2H])[2H])C=CC(=C1)C1=CC=2C(N=C1)=NN(C2)C 6-(2-methyl-4-(2-methyl-2H-pyrazolo[3,4-b]pyridin-5-yl)benzyl)-6,7-dihydro-5H-pyrrolo[3,4-b]pyridin-5-one-7,7-d2